NC([C@H](C)NC1=CC2=C(C=3N(CCO2)C=C(N3)N(C(=O)[C@@H]3OCC3)CC(F)F)C=C1)=C=O (R)-N-(9-(((S)-1-amino-1-carbonylpropan-2-yl)amino)-5,6-dihydrobenzo[f]imidazo[1,2-d][1,4]oxazepin-2-yl)-N-(2,2-difluoroethyl)oxetane-2-carboxamide